C([C@@H]1[C@H]([C@@H]([C@H]([C@H](O1)OP(=O)([O-])[O-])O)O)O)O The molecule is an organophosphate oxoanion that is the dianion of alpha-D-glucose 1-phosphate, obtained by deprotonation of the phosphate OH groups. It has a role as a human metabolite and a fundamental metabolite. It is an organophosphate oxoanion and a monosaccharide 1-phosphate(2-). It is a conjugate base of an alpha-D-glucose 1-phosphate.